O1CNCCC1 tetrahydro-1,3-Oxazine